C1=CC(OC)=C2C=3[C@@]45[C@@H](O2)[C@@H](O)C=C[C@H]4[C@@H](CC13)N(C)CC5 |r| racemic-codeine